isotridecyl alcohol phosphate potassium salt [K+].P(=O)([O-])([O-])OCCCCCCCCCCC(C)C.[K+]